(1s,4s)-4-(3-(((R)-2-(3-fluorophenyl)-2-hydroxyethyl)amino)-3-methylbutyl)cyclohexane-1-carboxylic acid FC=1C=C(C=CC1)[C@H](CNC(CCC1CCC(CC1)C(=O)O)(C)C)O